8-(n-propoxycarbonylphenyl)-tetracyclo[4.4.0.12,5.17,10]-3-dodecene C(CC)OC(=O)C1=C(C=CC=C1)C1C2C3C4C=CC(C3C(C1)C2)C4